(Rac)-(4aR,9bR)-7-(trifluoromethyl)-1,3,4,4a,5,9b-hexahydro-2H-indeno[1,2-b]pyridin-2-one FC(C=1C=C2C[C@@H]3[C@@H](NC(CC3)=O)C2=CC1)(F)F |r|